CS(=O)(=O)O.ClC=1C(=NC(=NC1)NC1=C(C=C(C=C1)N1CCC(CC1)N1CCN(CC1)C)OC)NC1=C(C=CC=C1)N(S(=O)(=O)C)C([2H])([2H])[2H] N-(2-((5-chloro-2-((2-methoxy-4-(4-(4-methylpiperazin-1-yl)piperidin-1-yl)phenyl)amino)pyrimidin-4-yl)amino)phenyl)-N-(methyl-d3)methanesulfonamide methanesulfonate